N1(CCCCCC1)C=1C=C(C=CC1C(=O)N1C(CNCC1)C=1SC=CC1)NC(=O)C1CC1 N-[3-(azepan-1-yl)-4-(2-thiophen-2-ylpiperazine-1-carbonyl)phenyl]Cyclopropanecarboxamide